C1(CC1)S(=O)(=O)C=1C=C(C(=O)OC)C=CC1OCC1CCN(CC1)S(=O)(=O)C Methyl 3-(cyclopropylsulfonyl)-4-((1-(methylsulfonyl)piperidin-4-yl)methoxy)benzoate